F[C@@H]1[C@@H](CNC1)OC=1C(=CC(=NC1)C)C1=CC=2N(C=C1)N=C(C2)NC(=O)C2CC2 N-[5-[5-[(3R,4S)-4-fluoropyrrolidin-3-yl]oxy-2-methyl-4-pyridyl]pyrazolo[1,5-a]pyridin-2-yl]cyclopropanecarboxamide